4-(2,6-dichloro-4-(dibenzylamino)benzyl)-3-fluoro-2-(1-(4-fluorophenyl)ethenyl)phenol ClC1=C(CC2=C(C(=C(C=C2)O)C(=C)C2=CC=C(C=C2)F)F)C(=CC(=C1)N(CC1=CC=CC=C1)CC1=CC=CC=C1)Cl